BENZO[B]FURAN-2-ONE O1C2=C(CC1=O)C=CC=C2